androstane-4,16-diene C[C@@]12C=CC[C@H]1[C@@H]1CCC3=CCCC[C@]3(C)[C@H]1CC2